C(C)(=O)N1CCC(CC1)NCC1=C(C=C(C=C1)C1=NC=CC(=C1Cl)C=1C(=C(C=CC1)NC(C1=NC=C(C=C1)CN1C[C@H](CC1)O)=O)C)OC (S)-N-(3-(2-(4-(((1-acetylpiperidin-4-yl)amino)methyl)-3-methoxyphenyl)-3-chloropyridin-4-yl)-2-methylphenyl)-5-((3-hydroxypyrrolidin-1-yl)methyl)picolinamide